S1C2=C(C=C1)C=C(C=C2)C=2C=C1CCN(CC1=CC2)C2=CNC1=CC(=C(C=C21)F)F 6-(benzo[b]thiophen-5-yl)-N-(5,6-difluoro-1H-indol-3-yl)-3,4-dihydroisoquinoline